N-[4-(2,6-dimethylphenyl)-6-[4-(3-fluoro-1-methyl-4-piperidyl)phenoxy]pyrimidin-2-yl]-1-methyl-pyrazole-4-sulfonamide CC1=C(C(=CC=C1)C)C1=NC(=NC(=C1)OC1=CC=C(C=C1)C1C(CN(CC1)C)F)NS(=O)(=O)C=1C=NN(C1)C